5-Chloro-3-methyl-2-{7-[(oxan-2-yl)methyl]-7H-pyrrolo[2,3-c]pyridazin-3-yl}phenol ClC=1C=C(C(=C(C1)O)C1=CC2=C(N=N1)N(C=C2)CC2OCCCC2)C